C(C)(C)(C)OC(=O)N1CC(C(C(C1)C)C1=CC=C(C=C1)OC)COC1=CC(=CC=C1)C#N trans-3-[(3-cyanophenoxy)methyl]-4-(4-methoxyphenyl)-5-methylpiperidine-1-carboxylic acid tert-butyl ester